trans-3-(cyanoamino)-N-(2,3-dihydro-1H-inden-5-yl)cyclobutane-1-carboxamide C(#N)N[C@@H]1C[C@H](C1)C(=O)NC=1C=C2CCCC2=CC1